4-{5-[4-(methylsulfanyl)phenyl]-1,2,4-oxadiazol-3-yl}benzoic acid ethyl ester C(C)OC(C1=CC=C(C=C1)C1=NOC(=N1)C1=CC=C(C=C1)SC)=O